(e)-2-(1-((4-ethoxy-3-(6-((hydroxyimino)methyl)-5-methyl-4-oxo-7-propyl-3,4-dihydropyrrolo[2,1-f][1,2,4]triazin-2-yl)phenyl)sulfonyl)piperidin-4-yl)ethyl nitrate [N+](=O)(OCCC1CCN(CC1)S(=O)(=O)C1=CC(=C(C=C1)OCC)C1=NN2C(C(N1)=O)=C(C(=C2CCC)/C=N/O)C)[O-]